CC1=CNC2=NC=C(C=C21)C=2C=C1CCN(CC1=C(C2)[C@H]2N(CCC2)C(=O)OC(C)(C)C)C(=O)N2CC1CCC(C2)O1 tert-butyl (S)-2-[6-(3-methyl-1H-pyrrolo[2,3-b]pyridin-5-yl)-2-(8-oxa-3-Azabicyclo[3.2.1]octane-3-carbonyl)-1,2,3,4-tetrahydroisoquinolin-8-yl]pyrrolidine-1-carboxylate